1-(2,2-difluoroethyl)-3-methyl-1H-pyrazol-5-carbonyl isothiocyanate FC(CN1N=C(C=C1C(=O)N=C=S)C)F